1-(6-(3,3-difluoropiperidin-4-yl)-1-methyl-1H-indazol-3-yl)dihydropyrimidine-2,4(1H,3H)-dione FC1(CNCCC1C1=CC=C2C(=NN(C2=C1)C)N1C(NC(CC1)=O)=O)F